potassium 4-(3-fluorophenyl)-1-(5-(isopropylthio)-4-(4-(trifluoromethyl)cyclohex-1-en-1-yl)thiazol-2-yl)-3-methyl-1H-pyrazole-5-carboxylate FC=1C=C(C=CC1)C=1C(=NN(C1C(=O)[O-])C=1SC(=C(N1)C1=CCC(CC1)C(F)(F)F)SC(C)C)C.[K+]